CC=1C(=C(C=2CC3=CC=CC=C3C2C1)C1=C(C2=C(SC3=C2C=CC=C3)C=C1)C1=C(C(=C(C=C1)C1=CC=CC=C1)C1=CC=CC=C1)C1=NN=NC=C1)C (dimethylfluorenyl)[di(Phenyl)triazinylphenyl]dibenzothiophene